N-[6-(5-chloro-1,3-benzoxazol-2-yl)spiro[3.3]heptan-2-yl]-2-(methylsulfamoylamino)pyridine ClC=1C=CC2=C(N=C(O2)C2CC3(CC(C3)N3C(C=CC=C3)NS(NC)(=O)=O)C2)C1